COC=1C=C(C=CC1N1CCOCC1)NC=1C=2N(C=C(N1)C1=CC=3OC(C(NC3N=C1)=O)(C)C)N=CN2 7-(8-((3-methoxy-4-morpholinylphenyl)amino)-[1,2,4]triazolo[1,5-a]pyrazin-6-yl)-2,2-dimethyl-2H-pyrido[3,2-b][1,4]oxazin-3(4H)-one